(2R,3S,5R)-2-(2,5-difluorophenyl)-5-(1-isopropylspiro[6,7-dihydro-4H-indazol-5,4'-piperidin]-1'-yl)tetrahydropyran-3-amine FC1=C(C=C(C=C1)F)[C@H]1OC[C@@H](C[C@@H]1N)N1CCC2(CC1)CC=1C=NN(C1CC2)C(C)C